3,9-bis[2-(3,5-diamino-2,4,6-triazabenzyl)ethyl]-2,4,8,10-tetraoxaspiro[5.5]undecane NC=1N=C(CCCC2OCC3(CO2)COC(OC3)CCCC3=NC(=NC(=N3)N)N)N=C(N1)N